N-(5-((5-(4-(2-oxo-pyrrolidin-1-yl)-phenyl)pyridin-2-yl)amino)pyridin-3-yl)-2H-tetrazole-5-carboxamide O=C1N(CCC1)C1=CC=C(C=C1)C=1C=CC(=NC1)NC=1C=C(C=NC1)NC(=O)C=1N=NNN1